5-pentyl-N-(4-(N-phenylsulfamoyl)phenyl)picolinamide C(CCCC)C=1C=CC(=NC1)C(=O)NC1=CC=C(C=C1)S(NC1=CC=CC=C1)(=O)=O